[Cl-].C(CCCCCCCCCCC)[N+](CCO)(C)C dodecyl-dimethyl-(2-hydroxy)ethyl-ammonium chloride